8-bromo-6-chloro-7-fluoro-1,2,3,4-tetrahydroquinoline BrC=1C(=C(C=C2CCCNC12)Cl)F